copper-nickel-manganese [Mn].[Ni].[Cu]